CS(=O)(=O)C1=NN=NN1C1=CC=C(C=C1)O 4-(5-methylsulfonyl-1H-tetrazole-1-yl)phenol